FC1(CCN(CC1)C(=O)C=1C=C2C=CC=C(C2=CC1)C=1C=NC(=NC1)C(=O)NC)F 5-[6-(4,4-difluoropiperidine-1-carbonyl)-1-naphthyl]-N-methyl-pyrimidine-2-carboxamide